C(C)(C)(C)OC(=O)N1CC=2N=CN=C(C2CC1)OC1=C(C=C(C=C1)F)C(C)C 4-(4-fluoro-2-isopropylphenoxy)-5,8-dihydropyrido[3,4-d]pyrimidine-7(6H)-carboxylic acid tert-butyl ester